ClC=1C=C(C=CC1)C(C(=O)N1[C@@H]([C@H]2[C@@H](C1)CCC2)C(=O)N[C@@H](C[C@H]2C(NCC2)=O)C(CF)=O)(F)F (1S,3aS,6aR)-2-(2-(3-chlorophenyl)-2,2-difluoroacetyl)-N-((S)-4-fluoro-3-oxo-1-((S)-2-oxopyrrolidin-3-yl)butan-2-yl)octahydrocyclopenta[c]pyrrole-1-carboxamide